2-(6-(((R)-1-(3-(difluoromethyl)-2-fluorophenyl)ethyl)amino)-5-(1,3-dioxolan-2-yl)-2-methoxypyrimidin-4-yl)-N-(1-(difluoromethyl)cyclopropyl)propionamide FC(C=1C(=C(C=CC1)[C@@H](C)NC1=C(C(=NC(=N1)OC)C(C(=O)NC1(CC1)C(F)F)C)C1OCCO1)F)F